C(N)(OC=1SC(=C(N1)CC(=O)N1CCC(CC1)N1CCCCC1)C(C)(C)C)=O {4-[2-(1,4'-bipiperidin-1'-yl)-2-oxoethyl]Tert-butyl-1,3-thiazol-2-yl} carbamate